4,5-dicyano-2-aminoimidazole C(#N)C=1N=C(NC1C#N)N